tert-butyl N-[(4-aminophenyl)-methyl-oxo-λ6-sulfanylidene]carbamate NC1=CC=C(C=C1)S(=NC(OC(C)(C)C)=O)(=O)C